C(C)N(C(C1=C(C=CC=C1)F)=O)C1=C2N=CC(NC2=CC=C1)=O N-ethyl-2-fluoro-N-(2-oxo-1,2-dihydroquinoxalin-5-yl)benzamide